boron-gallium silicate [Si]([O-])([O-])([O-])[O-].[Ga+3].[B+3]